indenocoumarone O1CC=C2C=CC=3C(=C12)C=C1C=CC=CC13